CCCCCCCCCCCC(=O)O[C@H](COC(=O)CCCCCC/C=C\C/C=C\C/C=C\CCCCC)COP(=O)(O)OC[C@@H](C(=O)O)N 1-(8Z,11Z,14Z-eicosatrienoyl)-2-dodecanoyl-glycero-3-phosphoserine